C(C)(C)(C)OC(=O)N1[C@@H](CC(C1)=O)C(F)F (2S)-2-(difluoromethyl)-4-oxopyrrolidine-1-carboxylic acid tert-butyl ester